Methylbutan-1-amine CC(CCC)N